2-Chloro-4-{[1-(3-chloro-benzenesulfonyl)-4-methoxy-2,3-dihydro-1H-indole-6-carbonyl]-amino}-benzoic acid ClC1=C(C(=O)O)C=CC(=C1)NC(=O)C1=CC(=C2CCN(C2=C1)S(=O)(=O)C1=CC(=CC=C1)Cl)OC